4-chloro-5-iodo-6-methylpyrimidine ClC1=NC=NC(=C1I)C